mono-sodium ascorbate O=C1C(O)=C([O-])[C@H](O1)[C@@H](O)CO.[Na+]